O=C(CC(=O)OCC)CCCC(=O)OCC diethyl 2-oxopentane-1,5-dicarboxylate